BrC1=C(C=CC=C1)C1=C(C=CC=C1)Br 2,2'-bisbromobiphenyl